CC1=CC(=NN1)NC=1C2=C(N=C(N1)NC1CC3CCCC(C1)N3C(C)=O)SC=C2 1-((3-exo)-3-((4-((5-methyl-1H-pyrazol-3-yl)amino)thieno[2,3-d]pyrimidin-2-yl)amino)-9-azabicyclo[3.3.1]non-9-yl)ethane-1-one